2-amino-3-(cyclobutylmethoxy)propanoic acid NC(C(=O)O)COCC1CCC1